5-bromo-N-(pyridin-4-yl)quinoline-8-carboxamide BrC1=C2C=CC=NC2=C(C=C1)C(=O)NC1=CC=NC=C1